C(=O)(OC(C)(C)C)N1CC(CCC1)OS(=O)(=O)C1=CC=C(C)C=C1 N-Boc-3-p-toluenesulfonyloxypiperidine